(2S,4R)-2-(azidomethyl)-4-((tert-butyldimethylsilyl)oxy)pyrrolidine N(=[N+]=[N-])C[C@H]1NC[C@@H](C1)O[Si](C)(C)C(C)(C)C